FC1=C(OCCCCCCCCCCCP(O)(O)=O)C=CC(=C1F)OC[C@H](CCCCCC)C 11-[2,3-difluoro-4-[(2S)-2-methyloctyloxy]phenoxy]undecylphosphonic acid